3,6-Bis(2,5,8,11,14,17,20,23,26,29,32,35,38,41,44,47,50,53,56,59,62,65,68-tricosaoxaheptacontan-70-yl)pyrazine-2,5-dicarboxamide COCCOCCOCCOCCOCCOCCOCCOCCOCCOCCOCCOCCOCCOCCOCCOCCOCCOCCOCCOCCOCCOCCOCCC=1C(=NC(=C(N1)C(=O)N)CCOCCOCCOCCOCCOCCOCCOCCOCCOCCOCCOCCOCCOCCOCCOCCOCCOCCOCCOCCOCCOCCOCCOC)C(=O)N